N(=N[Cu])[Cu] azocopper